2-hydroxy-5-phenyl-pyrimidine OC1=NC=C(C=N1)C1=CC=CC=C1